NC1=C(C=C(C=C1)OC)NC1=NC=CC(=N1)NC1=CC=C(C=C1)C=1C=NN(C1)COCC[Si](C)(C)C N2-(2-amino-5-methoxyphenyl)-N4-(4-(1-((2-(trimethylsilyl)ethoxy)methyl)-1H-pyrazol-4-yl)benzeneYl)pyrimidine-2,4-diamine